tert-butyl N-[trans-4-[[4-amino-7-[cyanomethyl(methyl)sulfamoyl]-5,5-dimethyl-6H-benzo[h]quinazolin-8-yl]oxy]cyclohexyl]carbamate NC1=NC=NC=2C3=C(CC(C12)(C)C)C(=C(C=C3)O[C@@H]3CC[C@H](CC3)NC(OC(C)(C)C)=O)S(N(C)CC#N)(=O)=O